Fmoc-naphthyl-alanine C(=O)(OCC1C2=CC=CC=C2C2=CC=CC=C12)N([C@@H](C)C(=O)O)C1=CC=CC2=CC=CC=C12